1-(5-acetyl-4-hydroxy-2-methoxyphenyl)-3-(4-fluorophenyl)urea C(C)(=O)C=1C(=CC(=C(C1)NC(=O)NC1=CC=C(C=C1)F)OC)O